p-fluorophenyl palmitate C(CCCCCCCCCCCCCCC)(=O)OC1=CC=C(C=C1)F